6-(3-(2-(1-(5-methoxypyridin-2-yl)cyclobutoxy)acetyl)-3,8-diazabicyclo[3.2.1]octan-8-yl)nicotinonitrile COC=1C=CC(=NC1)C1(CCC1)OCC(=O)N1CC2CCC(C1)N2C2=NC=C(C#N)C=C2